methyl-amine tin [Sn].CN